C(O)(O)=O.CCCC=C 4-pentene carbonate